N-(4-methyl-3-(2-((4-methylthiazol-2-yl)amino)-8,9-dihydroimidazo[1',2':1,6]pyrido[2,3-d]pyrimidin-6-yl)phenyl)-4-(trifluoromethyl)pyridineamide CC1=C(C=C(C=C1)NC(=O)C1=NC=CC(=C1)C(F)(F)F)C1=CC2=C(N=C(N=C2)NC=2SC=C(N2)C)N2C1=NCC2